COC=1C=C2CCN3[C@@H](C2=CC1OC)C[C@H]([C@@H](C3)CC(C)C)COCC(=O)C3=CC=C(C=C3)F 2-{[(2R,3S,11bR)-9,10-dimethoxy-3-(2-methylpropyl)-1H,2H,3H,4H,6H,7H,11bH-pyrido[2,1-a]isoquinolin-2-yl]methoxy}-1-(4-fluorophenyl)ethan-1-one